BrC1=CC=C(C=C1)C1=NOC(=N1)C=1N=CC(=NC1)OC1=CC=C2C=C(N(C2=C1)C)C(=O)N1CCN(CC1)CC1=CC=C(C=C1)OCC(F)(F)F (6-((5-(3-(4-bromophenyl)-1,2,4-oxadiazol-5-yl)pyrazin-2-yl)oxy)-1-methyl-1H-indol-2-yl)(4-(4-(2,2,2-trifluoroethoxy)benzyl)piperazin-1-yl)methanone